C(C1=CC=CC=C1)OC(=O)N[C@@H](C(C)C)C(=O)OCCCC(=O)OCC1=CC=CC=C1 4-(benzyloxy)-4-oxobutyl ((benzyloxy)carbonyl)-L-valinate